C1(=CC=CC=C1)C=CC1=CC=C(C=C1)C1=NC(=NC(=N1)C(Cl)(Cl)Cl)C(Cl)(Cl)Cl 2-[4-(2-phenylvinyl)phenyl]-4,6-bis(trichloromethyl)-1,3,5-triazine